R-Pentenyl-glycine C(=CCCC)NCC(=O)O